(S)-N-((R)-(3-chlorophenyl)(4-(trifluoromethoxy)phenyl)methyl)-2-oxoimidazolidine-4-carboxamide ClC=1C=C(C=CC1)[C@H](NC(=O)[C@H]1NC(NC1)=O)C1=CC=C(C=C1)OC(F)(F)F